O1C=C(C2=C1C=CC=C2)C2=NC(=NC(=N2)C2CCNCC2)NC2=CC(=CC=C2)C(F)(F)F 4-(benzofuran-3-yl)-6-(piperidin-4-yl)-N-(3-(trifluoromethyl)phenyl)-1,3,5-triazin-2-amine